3-methyl-4-({4-[({4-[methyl(methylsulfonyl)amino]pyridin-2-yl}methyl)amino]-5-(trifluoromethyl)pyrimidin-2-yl}amino)benzamide CC=1C=C(C(=O)N)C=CC1NC1=NC=C(C(=N1)NCC1=NC=CC(=C1)N(S(=O)(=O)C)C)C(F)(F)F